4-methoxy-N-[(1s,4s)-4-{[3-chloro-2-(trifluoromethyl)imidazo[1,2-a]pyridin-5-yl]amino}cyclohexyl]benzamide COC1=CC=C(C(=O)NC2CCC(CC2)NC2=CC=CC=3N2C(=C(N3)C(F)(F)F)Cl)C=C1